BrC1=C2C=CC=CC2=C(C2=CC=CC=C12)C=1C=CC2=C(OC3=C2C=CC=C3)C1 3-(10-bromoanthracene-9-yl)dibenzo[b,d]furan